C(=C)(C)C=1C=C(C=CC1)O[Si](C)(C)C 3-isopropenylphenyloxy-trimethylsilane